7-chloro-4-(2-methyl-1,2,3-triazol-4-yl)-1H-indazole ClC=1C=CC(=C2C=NNC12)C1=NN(N=C1)C